C(C)(C)(C)N1N=NC(=C1)C(=O)N[C@@H]1CCCCC2=C1C=CC(=C2)C2=CC(=NC=C2)NC=2C=NN(C2)C (R)-1-(tert-butyl)-N-(2-(2-((1-methyl-1H-pyrazol-4-yl)amino)pyridin-4-yl)-6,7,8,9-tetrahydro-5H-benzo[7]annulen-5-yl)-1H-1,2,3-triazole-4-carboxamide